O[C@@H](CC(=O)[O-])C.[Mg+2].[Ca+2].O[C@@H](CC(=O)[O-])C.O[C@@H](CC(=O)[O-])C.O[C@@H](CC(=O)[O-])C calcium magnesium (R)-3-hydroxybutyrate